2-Amino-4-methyl-6-(((1R,3S)-3-(trifluoromethyl)cyclohexyl)methyl)-6,7-dihydro-5H-pyrrolo[3,4-d]pyrimidin-5-one NC=1N=C(C2=C(N1)CN(C2=O)C[C@H]2C[C@H](CCC2)C(F)(F)F)C